2'-{[(2S)-1,4-Dioxan-2-yl]methyl}-N-{[(6R)-2,5-dioxaspiro[3.4]octan-6-yl]methyl}-8'-methyl-2',5'-dihydrospiro[cyclopropan-1,4'-furo[2,3-g]indazol]-7'-carboxamid O1[C@H](COCC1)CN1N=C2C3=C(CC4(C2=C1)CC4)OC(=C3C)C(=O)NC[C@@H]3OC4(COC4)CC3